C1(=CC=C(C=C1)[Si](C)(C)C(CO)C1=C(C=CC=C1)Cl)[Si](C)(C)C(CO)C1=C(C=CC=C1)Cl 2,2'-(1,4-Phenylenebis(dimethylsilanediyl))bis(2-(2-chlorophenyl)ethan-1-ol)